CC(=CCC1=C(C=C(C=C1OCOC)CCCCC)O)CCC=C(C)C 2-(3,7-dimethylocta-2,6-dien-1-yl)-3-(methoxymethoxy)-5-pentylphenol